2,2'-(4-methylphenylimino)diethanol [8-(2-chlorophenyl)-7-(4-chlorophenyl)-3-[[(2,2-dimethylpropanoyl)oxy]methyl]-2,6-dioxopurin-1-yl]methyl-2,2-dimethylpropanoate ClC1=C(C=CC=C1)C1=NC=2N(C(N(C(C2N1C1=CC=C(C=C1)Cl)=O)CCC(C(=O)OCCN(CCO)C1=CC=C(C=C1)C)(C)C)=O)COC(C(C)(C)C)=O